[N+](=O)([O-])C1=CC=C(C=C1)S(=O)(=O)N(C(CCCC(=O)OC(CCCCCCC)CCCCCCC)CCCC(=O)OC(CCCCCCC)CCCCCCC)CCC bis(1-heptyloctyl) 5-[(4-nitrophenyl)sulfonyl-propyl-amino]nonanedioate